C(C)(C)(C)C1=NC=NC=C1CCC(=O)OCC Ethyl 3-(4-(tert-butyl)pyrimidin-5-yl)propanoate